NC=1C(NC2=C3C=CC=NC3=C(C=C2C1C1=C2C=NNC2=C(C=C1)F)OCCC(C)C)=O 3-amino-4-(7-fluoro-1H-indazol-4-yl)-6-(3-methylbutoxy)-1H-1,7-phenanthrolin-2-one